(E)-N-(2-methyl-2,3-dihydro-1H-inden-1-yl)-3-(2-oxoindolin-6-yl)acrylamide CC1C(C2=CC=CC=C2C1)NC(\C=C\C1=CC=C2CC(NC2=C1)=O)=O